CNC(C(CCC)C)=O N,2-dimethylpentanamide